C(CCCCC=O)=O 1,6-Hexandialdehyd